C(C)(C)(C)N1CC=C(C=C1)NC(CC1=NC=CC=C1O)=O N-tert.-Butyl-4-[[2-(3-hydroxy-2-pyridyl)acetyl]amino]pyridin